C1(CCCCC1)N(N1C(C(N(C(C1)(C)C)C)(C)C)=O)N1CN(CN(C1)N(C1CCCCC1)N1C(C(N(C(C1)(C)C)C)(C)C)=O)N(C1CCCCC1)N1C(C(N(C(C1)(C)C)C)(C)C)=O 1,3,5-tris(N-cyclohexyl-N-(1,2,2,6,6-pentamethylpiperazin-3-on-4-yl)amino)-s-triazine